FC(C(=O)O)(F)F.FC(C(=O)O)(F)F.FC(C(=O)O)(F)F.NC1CC(C[C@@H](N1)C([C@@H](CCCC)NC([C@@H](CC(C)C)NC([C@@H](CC1=CC=CC=C1)N)=O)=O)=O)C(=O)NCC1=CC(=C(C=C1)Cl)Cl (R)-6-amino-2-((R)-2-((R)-2-((R)-2-amino-3-phenylpropionamido)-4-methylpentanoylamino)hexanoyl)-N-(3,4-dichlorobenzyl)piperidine-4-carboxamide Tritrifluoroacetate